1,5,9,13-tetrathia-hexadecane-3,11-diol SCC(CSCCCSCC(CSCCC)O)O